1-benzyl-6-chloro-3-ethylpyrimidine-2,4(1H,3H)-dione C(C1=CC=CC=C1)N1C(N(C(C=C1Cl)=O)CC)=O